pyrrolo[1,2,3-de]quinoxalin-2(3H)-one N1C(CN2C=3C(=CC=CC13)C=C2)=O